6-(2-(3-Methoxyphenyl)-5,6-dihydro-4H-pyrrolo[1,2-b]pyrazol-3-yl)quinoline COC=1C=C(C=CC1)C=1C(=C2N(N1)CCC2)C=2C=C1C=CC=NC1=CC2